bromospiro[adamantane-2,9'-fluorene] BrC1=CC=CC=2C3=CC=CC=C3C3(C12)C1CC2CC(CC3C2)C1